(2R)-2-(6-{5-chloro-2-[(oxacyclohex-4-yl)amino]pyrimidin-4-yl}-1-oxo-2,3-dihydro-1H-isoindol-2-yl)-N-[(1S)-2-hydroxy-1-(5-methylthiophen-3-yl)ethyl]propionamide ClC=1C(=NC(=NC1)NC1CCOCC1)C1=CC=C2CN(C(C2=C1)=O)[C@@H](C(=O)N[C@H](CO)C1=CSC(=C1)C)C